4-(4-((5-(Cyclopropanecarbonyl)-4-((3-hydroxypropyl)amino)pyridin-2-yl)amino)pyrimidin-2-yl)-2-methyl-1,2-dihydro-3H-pyrazol-3-one C1(CC1)C(=O)C=1C(=CC(=NC1)NC1=NC(=NC=C1)C=1C(N(NC1)C)=O)NCCCO